ClC=1C=CC(=C(OCCCC(C)C2=CC=NC=C2)C1)OC1=C(C=C(C=C1)Cl)Cl 4-(5-(5-chloro-2-(2,4-dichlorophenoxy)phenoxy)pentan-2-yl)pyridine